methyl 4-(2-(2-aminopyridin-3-yl)-5-(3-oxo-1,4-diazepan-1-yl)-3H-imidazo[4,5-b]pyridin-3-yl)benzoate NC1=NC=CC=C1C1=NC=2C(=NC(=CC2)N2CC(NCCC2)=O)N1C1=CC=C(C(=O)OC)C=C1